rac-(1S*,2S*)-N-(6-((6-cyclopropyl-8-(3-methyl-2,4-dioxoimidazolidin-1-yl)imidazo[1,2-a]pyridin-2-yl)methoxy)pyrimidin-4-yl)-2-(4-methylpyrimidin-2-yl)cyclopropane-1-carboxamide C1(CC1)C=1C=C(C=2N(C1)C=C(N2)COC2=CC(=NC=N2)NC(=O)[C@@H]2[C@H](C2)C2=NC=CC(=N2)C)N2C(N(C(C2)=O)C)=O |r|